ClC1=C(C=CC=C1)CC(=O)NC1=CC(=C(C=C1)N1N=CC(=C1)C1=NC=CC=C1)S(N)(=O)=O 2-(2-Chlorophenyl)-N-{4-[4-(pyridin-2-yl)-1H-pyrazol-1-yl]-3-sulfamoylphenyl}acetamide